ClC(=O)OCC(C(=O)OC)(C)C Methyl ((chlorocarbonyl)oxy)pivalate